9,9',9'',9'''-(5-cyano-6-(6-phenylpyridin-2-yl)benzene-1,2,3,4-tetrayl)tetrakis(9H-carbazole-3,6-dicarbonitrile) C(#N)C=1C(=C(C(=C(C1C1=NC(=CC=C1)C1=CC=CC=C1)N1C2=CC=C(C=C2C=2C=C(C=CC12)C#N)C#N)N1C2=CC=C(C=C2C=2C=C(C=CC12)C#N)C#N)N1C2=CC=C(C=C2C=2C=C(C=CC12)C#N)C#N)N1C2=CC=C(C=C2C=2C=C(C=CC12)C#N)C#N